COCOC1=C(C=CC=C1)C=1C=C2N3CCN(C[C@H]3CNC2=NN1)C1=CC=C(C=C1)C1CCN(CC1)C(=O)OC(C)(C)C tert-butyl 4-[4-[(10R)-4-[2-(methoxymethoxy)phenyl]-1,5,6,8,12-pentazatricyclo[8.4.0.02,7]tetradeca-2,4,6-trien-12-yl]phenyl]piperidine-1-carboxylate